Methyl (3S,6S,7aS,8aR,9aR)-6-((tert-butoxycarbonyl)amino)-5-oxodecahydro-1H-cyclopropa[d]pyrrolo[1,2-a]azocine-3-carboxylate C(C)(C)(C)OC(=O)N[C@H]1C[C@H]2[C@@H](C[C@@H]3N(C1=O)[C@@H](CC3)C(=O)OC)C2